ClCC(=O)C1=CC=C(C=C1)F 2-chloro-1-(4-fluoro-phenyl)-ethanone